C(C)(C)(C)N(C(O)=O)C1=C(C=C(C(=C1)O)OC)C(=O)N1CC2(CC2)C[C@H]1CO[Si](C)(C)C(C)(C)C.ClC1=NC(=CC=C1C)C(F)(F)F 2-chloro-3-methyl-6-(trifluoromethyl)pyridine tert-butyl-(S)-(2-(6-(((tert-butyldimethylsilyl)oxy)methyl)-5-azaspiro[2.4]heptane-5-carbonyl)-5-hydroxy-4-methoxyphenyl)carbamate